1-(4-cyano-3-methylphenyl)-3-(1,1-dioxidobenzo[b]thiophen-6-yl)urea C(#N)C1=C(C=C(C=C1)NC(=O)NC=1C=CC2=C(S(C=C2)(=O)=O)C1)C